CNC1=CC(=NC2=CN=CC=C12)C1=CC=NC=C1 N-methyl-2-(pyridin-4-yl)-1,7-naphthyridin-4-amine